C(C)(C)C1=CC=C(C(=O)NC2=C(C(=CC=C2)C=2N=C(C3=C(N2)NC=C3)NC3=CC=C(C=C3)N3CCN(CC3)C)C)C=C1 4-isopropyl-N-{2-methyl-3-{4-{[4-(4-methylpiperazin-1-yl)phenyl]amino}-7H-pyrrolo[2,3-d]pyrimidin-2-yl}phenyl}benzamide